CN1N=C(C=C1C(=O)N[C@@H](C)C1=CC(=NO1)C1=CC(=NC=C1)C1CC1)C(F)(F)F 2-methyl-N-[(1S)-1-[3-(2-cyclopropyl-4-pyridyl)isoxazol-5-yl]ethyl]-5-(trifluoromethyl)pyrazole-3-carboxamide